3-(Benzyloxy)propane-1,2-diyl distearate C(CCCCCCCCCCCCCCCCC)(=O)OCC(COCC1=CC=CC=C1)OC(CCCCCCCCCCCCCCCCC)=O